NCC1=CC(=C(C(=C1)C)NC(=O)C1=CC2=C(O[C@@H](CC3=C2SC=C3)C)C=C1C=1C(=NC(=CC1)C(NCCC)=O)C(=O)O)C (R)-3-(9-((4-(aminomethyl)-2,6-dimethylphenyl)carbamoyl)-5-methyl-4,5-dihydrobenzo[b]thieno[2,3-d]oxepin-8-yl)-6-(propylcarbamoyl)picolinic acid